S1C(=NC=C1)CS(=O)(=O)C1=CC=C(C=C1)SC1=NC=CC(=N1)N 2-((4-((thiazol-2-ylmethyl)sulfonyl)phenyl)thio)pyrimidin-4-amine